3-(4-fluorophenyl)-3-(((5-methoxy-2-(trifluoromethyl)pyrazolo[1,5-a]pyrimidin-7-yl)amino)methyl)azetidine-1-sulfonamide FC1=CC=C(C=C1)C1(CN(C1)S(=O)(=O)N)CNC1=CC(=NC=2N1N=C(C2)C(F)(F)F)OC